CNC1=C2C(=NC(=C1)NC1=CC=C(C=3CCOC31)C(=O)N3CCOCC3)NC=C2C(F)(F)F (7-((4-(methylamino)-3-(trifluoromethyl)-1H-pyrrolo[2,3-b]pyridin-6-yl)amino)-2,3-dihydrobenzo-furan-4-yl)(morpholino)methanone